FC(F)C=1C(=NC=C(C1)C1=NC(=NC(=N1)N1[C@@H](COCC1)COC)N1[C@@H](COCC1)C)N difluoromethyl-5-[4-[(3R)-3-(methoxymethyl)morpholin-4-yl]-6-[(3R)-3-methylmorpholin-4-yl]-1,3,5-triazin-2-yl]pyridin-2-amine